C(N)(=O)C=1C=C2C(=CC=NC2=CC1OC)OC1=C(C=C(C=C1)C1(C(C(=C(N(C1)C(C)C)C(=O)N)C1=CC=C(C=C1)F)=O)C(=O)N)F 5-(4-((6-carbamoyl-7-methoxyquinolin-4-yl)oxy)-3-fluorophenyl)-3-(4-fluorophenyl)-1-isopropyl-4-oxo-1,4-dihydropyridine-2,5-dicarboxamide